4-(1-benzyl-1H-imidazol-5-yl)-2-[(3R)-3-methylmorpholin-4-yl]-8-[1-(tetrahydro-2H-pyran-2-yl)-1H-pyrazol-5-yl]-1,7-naphthyridine C(C1=CC=CC=C1)N1C=NC=C1C1=CC(=NC2=C(N=CC=C12)C1=CC=NN1C1OCCCC1)N1[C@@H](COCC1)C